[Co].C1(=CC=CC=C1)P([C-]1C=CC=C1)C1=CC=CC=C1.[C-]1(C=CC=C1)P(C1=CC=CC=C1)C1=CC=CC=C1.[Fe+2] (1,1'-bis(diphenylphosphino)ferrocene) cobalt